4-amino-8-(3-chloropyridin-2-yl)-N-propylisoquinoline-3-carboxamide NC1=C(N=CC2=C(C=CC=C12)C1=NC=CC=C1Cl)C(=O)NCCC